FC1=C(C=CC(=C1)OC1=CC=CC=C1)C1=NN(C2=NC=NC(=C21)N)[C@@H]2CC[C@H](CC2)N2C[C@@H](NCC2)C 3-(2-fluoro-4-phenoxyphenyl)-1-((trans)-4-((S)-3-methylpiperazin-1-yl)cyclohexyl)-1H-pyrazolo[3,4-d]pyrimidin-4-amine